tert-butyl ((R)-2-hydroxy-2-(methyl-d3)-1-(4-(((S)-2-methylpentyl-1,1-d2)oxy)phenyl)propyl-3,3,3-d3)carbamate OC([C@@H](C1=CC=C(C=C1)OC([C@H](CCC)C)([2H])[2H])NC(OC(C)(C)C)=O)(C([2H])([2H])[2H])C([2H])([2H])[2H]